n6-threonyl-carbamoyladenosine C[C@H]([C@@H](C(=O)NC1=C2C(=NC=N1)N(C=N2)[C@]3([C@@H]([C@@H]([C@H](O3)CO)O)O)C(=O)N)N)O